(2R,4R)-4-Hydroxypyrrol OC=1C=CNC1